FCCCCN(C(=O)OCC1=C(N=NN1C)C1=CC=C(C(=N1)C)O[C@@H]1C[C@H](CCC1)C(=O)OC)C Methyl (1S,3S)-3-((6-(5-((((4-fluorobutyl)(methyl) carbamoyl)oxy)methyl)-1-methyl-1H-1,2,3-triazol-4-yl)-2-methylpyridin-3-yl)oxy)cyclohexane-1-carboxylate